Methyl 2-amino-6-(benzyloxy)-10-bromo-[1,2,4]triazolo[5,1-a]isoquinoline-5-carboxylate NC1=NN2C(C3=C(C=CC=C3C(=C2C(=O)OC)OCC2=CC=CC=C2)Br)=N1